BrC1=CC=2C3=C(C=NC2C=C1)N=C(N3C3=CC=C(C=C3)C(C#N)(C)C)Cl 2-(4-(8-bromo-2-chloro-1H-imidazo[4,5-c]quinolin-1-yl)phenyl)-2-methylpropanenitrile